1-ethyl-1H-benzo[D][1,2,3]triazole-5-carboxylic acid C(C)N1N=NC2=C1C=CC(=C2)C(=O)O